2-({4-[2-(4-chloro-2-fluorophenyl)-2-methyl-2H-1,3-benzodioxol-4-yl]Piperidin-1-yl}methyl)-3-methyl-5-[5-(trifluoromethyl)-4H-1,2,4-triazol-3-yl]Pyridine ClC1=CC(=C(C=C1)C1(OC2=C(O1)C=CC=C2C2CCN(CC2)CC2=NC=C(C=C2C)C2=NN=C(N2)C(F)(F)F)C)F